(5-(3,5-dichlorophenyl)-5-(trifluoromethyl)-4,5-dihydroisoxazol-3-yl) phenyl-cyclopropyl-sulfonate C1(=CC=CC=C1)C1(CC1)S(=O)(=O)OC1=NOC(C1)(C(F)(F)F)C1=CC(=CC(=C1)Cl)Cl